niobium(V) pentaethoxide [O-]CC.[O-]CC.[O-]CC.[O-]CC.[O-]CC.[Nb+5]